(2R)-2-[(benzyloxy)methyl]morpholine-4-carboxylic acid tert-butyl ester C(C)(C)(C)OC(=O)N1C[C@@H](OCC1)COCC1=CC=CC=C1